3-(7-fluoro-5-(((5-methoxy-4-((4-(1-methyl-1H-indol-3-yl)pyrimidin-2-yl)amino)-2-nitrophenyl)amino)methyl)-1-oxoisoindolin-2-yl)piperidine-2,6-dione FC=1C=C(C=C2CN(C(C12)=O)C1C(NC(CC1)=O)=O)CNC1=C(C=C(C(=C1)OC)NC1=NC=CC(=N1)C1=CN(C2=CC=CC=C12)C)[N+](=O)[O-]